(S)-3-(1-(3-(8-(tert-butoxycarbonyl)-5,6,7,8-tetrahydro-1,8-naphthyridin-2-yl)propyl)azetidine-3-carboxamido)-2-(2,4,6-trimethylphenylsulphonamido)propionic acid C(C)(C)(C)OC(=O)N1CCCC=2C=CC(=NC12)CCCN1CC(C1)C(=O)NC[C@@H](C(=O)O)NS(=O)(=O)C1=C(C=C(C=C1C)C)C